NC=1C(=NC=CN1)C#CC[C@@H](C(=O)OC)NC(=O)OC(C)(C)C methyl (2S)-5-(3-aminopyrazin-2-yl)-2-{[(tert-butoxy)carbonyl]amino}pent-4-ynoate